CN(C)\C=C\1/C(CCCCC1)=O (Z)-2-((dimethylamino)methylene)cycloheptan-1-one